5,6-bis(4-formylbenzyl)-1,3-dimethylbenzylimidazolium C(=O)C1=CC=C(CC=2C=C(CC(CC=3NC=C[NH+]3)(C2CC2=CC=C(C=C2)C=O)C)C)C=C1